2-[2-fluoro-5-methoxy-4-(piperidine-1-carbonyl)phenyl]-4-[(5-morpholino-2-pyridyl)amino]-6H-1,6-naphthyridin-5-one FC1=C(C=C(C(=C1)C(=O)N1CCCCC1)OC)C1=NC=2C=CNC(C2C(=C1)NC1=NC=C(C=C1)N1CCOCC1)=O